Ethyl 2-(5-fluoro-1-benzothiophen-3-yl)acetate FC=1C=CC2=C(C(=CS2)CC(=O)OCC)C1